C(C)P1(CC=CC1)=O 1-ethyl-3-phospholene-1-oxide